(R)-4-((1-(3-(difluoromethyl)-2-fluorophenyl)ethyl)amino)-2-methyl-6-(tetrahydro-2H-pyran-4-yl)pyrido[2,3-d]pyrimidin-7(8H)-one FC(C=1C(=C(C=CC1)[C@@H](C)NC=1C2=C(N=C(N1)C)NC(C(=C2)C2CCOCC2)=O)F)F